1-((tetrahydro-2H-pyran-2-yl)oxy)cyclopropane-1-carboxylic acid methyl ester COC(=O)C1(CC1)OC1OCCCC1